F[C@H]1[C@@H](CN(CC1)C1=NC2=C(N1CC1=NC=CC(=C1)OC)C=C(C=C2)F)N (3R,4R)-4-Fluoro-1-(6-fluoro-1-((4-methoxypyridin-2-yl)methyl)-1H-benzo[d]imidazol-2-yl)piperidin-3-amin